ClC=1C=NC(=NC1)N1CC(N(CC1)CCC=C1OC(C2=CC=CC=C12)=O)=O 4-(5-chloropyrimidin-2-yl)-1-(3-(3-oxoisobenzofuran-1(3H)-ylidene)propyl)piperazin-2-one